C(#N)C1=C(C=CC=2C(=CCCCC21)C2=CC=C(C=C2)CC2CN(C2)CCCF)C(=O)OC methyl 4-cyano-9-(4-((1-(3-fluoropropyl)azetidin-3-yl)methyl)phenyl)-6,7-dihydro-5H-benzo[7]annulene-3-carboxylate